IC=1C=CC(=NC1)OCCN 2-((5-iodopyridin-2-yl)oxy)ethanamine